methyl 7-(5-chloro-2-(3-(2-methyl-4,6-dioxo-5,6,7,8-tetrahydroquinazolin-3(4H)-yl)prop-1-yn-1-yl)phenyl)thieno[3,2-b]pyridine-3-carboxylate ClC=1C=CC(=C(C1)C1=C2C(=NC=C1)C(=CS2)C(=O)OC)C#CCN2C(=NC=1CCC(CC1C2=O)=O)C